2-(1-acryloyl-4-(8-chloro-7-(2-chloro-3-methylphenyl)-4-(3-(dimethylamino)-azetidin-1-yl)-6-fluoro-1H-imidazo[4,5-c]quinolin-1-yl)piperidin-2-yl)acetonitrile C(C=C)(=O)N1C(CC(CC1)N1C=NC=2C(=NC=3C(=C(C(=CC3C21)Cl)C2=C(C(=CC=C2)C)Cl)F)N2CC(C2)N(C)C)CC#N